tert-butyl-(1S,4R,5S)-6-benzyl-4-cyano-2,6-diazabicyclo[3.2.0]Heptane C(C)(C)(C)[C@]12NC[C@H]([C@@H]2N(C1)CC1=CC=CC=C1)C#N